FC=1C(=C(C=CC1F)[C@H]1[C@H](O[C@]([C@H]1C)(C(F)(F)F)C)C(=O)OC)C |r| methyl rac-(2S,3S,4S,5R)-3-(3,4-difluoro-2-methylphenyl)-4,5-dimethyl-5-(trifluoromethyl)tetrahydrofuran-2-carboxylate